COC1=C(CNC2=NC=NC3=C(C=CC=C23)C(=O)NC2=C3C=CN=C(C3=CC=C2C)NC=2C=NC(=CC2)OC)C=CC(=C1)OC 4-((2,4-dimethoxybenzyl)amino)-N-(1-((6-methoxypyridin-3-yl)amino)-6-methylisoquinolin-5-yl)quinazoline-8-carboxamide